CN(C)C[C@H]1OCCN(C1)C=1C=C(C2=C(NC(=N2)C2=CC(=CN2)C(=O)C2=C(C=CC=C2)C(F)(F)F)C1)F (R)-(5-(6-(2-((dimethylamino)methyl)morpholino)-4-fluoro-1H-benzo[d]imidazol-2-yl)-1H-pyrrol-3-yl)(2-(trifluoromethyl)phenyl)methanone